C(C)OC(=O)C=1N(C=C(N1)Br)NC(=O)OC(C)(C)C 4-bromo-1-[(tert-butoxycarbonyl)amino]Imidazole-2-carboxylic acid ethyl ester